2-[(1S,4R,5R)-2,4,5-trimethylcyclohex-2-en-1-yl]acetaldehyde CC=1[C@@H](C[C@H]([C@H](C1)C)C)CC=O